ethyl 5-(((R)-1-((tertbutoxycarbonyl)amino)butan-2-yl)oxy)-1-(tetrahydro-2H-pyran-2-yl)-1H-indazole-6-carboxylate C(C)(C)(C)OC(=O)NC[C@@H](CC)OC=1C=C2C=NN(C2=CC1C(=O)OCC)C1OCCCC1